C(#N)C=1C=C(C(=NC1)C(=O)O)N1C[C@@H](OCC1)C (S)-5-cyano-3-(2-methylmorpholino)picolinic acid